CCCCCCCCC1=CC=C(C=C1)C(=O)NCCC[N+](C)(C)CCCS(=O)(=O)[O-] 4-octylbenzoylamido-propyl-dimethylammoniosulfobetaine